1-(3-(4,4-bis(methoxy-methyl)cyclohexyl)-2-((methyl(2-(methylamino)-ethyl)amino)methyl)-6,7-dihydropyrazolo[1,5-a]-pyrazin-5(4H)-yl)-2-methoxy-2-methylpropan-1-one COCC1(CCC(CC1)C=1C(=NN2C1CN(CC2)C(C(C)(C)OC)=O)CN(CCNC)C)COC